2-isopropyl-6-methyl-4H-pyrrolo[3,2-d]thiazole-5-carboxylic acid N-(1,1-dimethylsilacyclohexane-4-yl)-amide C[Si]1(CCC(CC1)NC(=O)C1=C(C=2N=C(SC2N1)C(C)C)C)C